tert-butyl (3S,5R)-3-((4-(2-fluoropyridin-3-yl) pyrimidin-2-yl) amino)-5-methylpiperidine-1-carboxylate FC1=NC=CC=C1C1=NC(=NC=C1)N[C@@H]1CN(C[C@@H](C1)C)C(=O)OC(C)(C)C